FC1(OC2=C(O1)C=CC(=C2)C(N2CCN(CC2)C(=O)N2N=NC1=C2C=CC(=C1)C#N)C1=CC2=C(OC(O2)(F)F)C=C1)F 1-(4-(bis(2,2-difluorobenzo[d][1,3]dioxol-5-yl)methyl)piperazine-1-carbonyl)-1H-benzo[d][1,2,3]triazole-5-carbonitrile